(2E)-N-(3-methyl-2,3-dihydro-1H-inden-1-yl)-3-[1-(oxan-2-yl)indazol-6-yl]prop-2-enamide CC1CC(C2=CC=CC=C12)NC(\C=C\C1=CC=C2C=NN(C2=C1)C1OCCCC1)=O